N-(3-chloro-4-(difluoromethoxy)phenyl)-1-fluoro-6,7,8,9-tetrahydro-5H-5,8-epiminocyclohepta[c]pyridine-10-carboxamide ClC=1C=C(C=CC1OC(F)F)NC(=O)N1C2CCC1CC=1C(=NC=CC12)F